NCCCOC methyl (3-aminopropyl) ether